N-[[(2R,5R)-5-(2,4-dioxopyrimidin-1-yl)-3-hydroxyl-4-methoxy-tetrahydrofuran-2-yl]methoxy]-5-(dithiolan-3-yl)-N-hexadecyl-pentanamide O=C1N(C=CC(N1)=O)[C@H]1C(C([C@H](O1)CON(C(CCCCC1SSCC1)=O)CCCCCCCCCCCCCCCC)O)OC